Ethyl (5R)-2-[6-(ethylamino)pyridin-3-yl]-5-methyl-6,7-dihydro-5H-pyrazolo[5,1-b][1,3]oxazine-3-carboxylate C(C)NC1=CC=C(C=N1)C1=NN2C(O[C@@H](CC2)C)=C1C(=O)OCC